2-(1-methyl-1H-pyrazol-3-yl)pyrazolo[5,1-b]Thiazole-7-carboxamide CN1N=C(C=C1)C1=CN2C(S1)=C(C=N2)C(=O)N